C1(CC1)C1=C(C=C(C=C1)[C@@H](NC(=O)[C@H]1N(C[C@@H](C1)F)C(CC=1C=C2C=CC(=NC2=CC1)C)=O)C1=CC=CC=C1)F (2S,4R)-N-[(S)-(4-cyclopropyl-3-fluorophenyl)(phenyl)methyl]-4-fluoro-1-[2-(2-methylquinolin-6-yl)acetyl]pyrrolidine-2-carboxamide